[N+](=O)([O-])C1=C(C(=CC=C1)C)C(=O)O nitrotoluic acid